2-Methyl-4-(1-piperidyl)piperidine CC1NCCC(C1)N1CCCCC1